ClC1=C(C=CC(=C1O)F)C1=NN=C(S1)CN1C2(CC2)C(N(C1=O)C1(CC1)C1=CC=CC=C1)=O 4-((5-(2-chloro-4-fluoro-3-hydroxyphenyl)-1,3,4-thiadiazol-2-yl)methyl)-6-(1-phenylcyclopropyl)-4,6-diazaspiro[2.4]heptane-5,7-dione